2-(2-Fluorophenyl)-8-[(1R)-1-[5-fluoro-2-(2H-tetrazol-5-yl)anilino]ethyl]-3,6-dimethyl-chromen-4-one FC1=C(C=CC=C1)C=1OC2=C(C=C(C=C2C(C1C)=O)C)[C@@H](C)NC1=C(C=CC(=C1)F)C=1N=NNN1